C(C1=CC=CC=C1)C1=NC(=NN1)C(=O)N[C@@H]1C(N(C2=C(OC1)C=CC(=C2)C#CC2(CN(C2)C)O)C)=O (S)-5-benzyl-N-(7-((3-hydroxy-1-methylazetidin-3-yl)ethynyl)-5-methyl-4-oxo-2,3,4,5-tetrahydrobenzo[b][1,4]oxazepin-3-yl)-1H-1,2,4-triazole-3-carboxamide